7-chloro-1-(3-(2-(3-(hydroxymethyl)phenoxy)-ethyl)phenyl)-4-(methylamino)quinazolin-2(1H)-one ClC1=CC=C2C(=NC(N(C2=C1)C1=CC(=CC=C1)CCOC1=CC(=CC=C1)CO)=O)NC